3-[(3-chloro-2-methoxyphenyl)amino]-2-(3-{2-[(1S,5R)-2-(prop-2-enoyl)-2-azabicyclo[3.1.0]hexan-1-yl]ethynyl}pyridin-4-yl)-1H,5H,6H,7H-pyrrolo[3,2-c]pyridin-4-one ClC=1C(=C(C=CC1)NC1=C(NC2=C1C(NCC2)=O)C2=C(C=NC=C2)C#C[C@]21N(CC[C@@H]1C2)C(C=C)=O)OC